CC=1C=CC=2N(C1)C=C(N2)CN2C(C1=CN=CC=C1C(=C2)C=2C=NNC2)=O 2-((6-methylimidazo[1,2-a]pyridin-2-yl)methyl)-4-(1H-pyrazol-4-yl)-2,7-naphthyridin-1(2H)-one